2,5-dichloro-4-(3,5-dimethylpiperidin-1-yl)pyrimidine ClC1=NC=C(C(=N1)N1CC(CC(C1)C)C)Cl